(piperidin-4-yl)-5-(trifluoromethyl)-4-(1-(2-(trifluoromethyl)pyridin-3-yl)-1H-imidazol-4-yl)pyrimidin-2-amine N1CCC(CC1)C1=C(C(=NC(=N1)N)C=1N=CN(C1)C=1C(=NC=CC1)C(F)(F)F)C(F)(F)F